3-methoxy-pyrazine-2-carbonitrile COC=1C(=NC=CN1)C#N